tert-butyl 4-[5-(tetrahydro-2H-pyran-4-ylcarbonyl)pyrimidin-2-yl]piperazine-1-carboxylate O1CCC(CC1)C(=O)C=1C=NC(=NC1)N1CCN(CC1)C(=O)OC(C)(C)C